(3S,4S)-4-(2,2-difluoro-2-phenoxyacetamido)-3-fluoropiperidine-1-carboxylic acid tert-butyl ester C(C)(C)(C)OC(=O)N1C[C@@H]([C@H](CC1)NC(C(OC1=CC=CC=C1)(F)F)=O)F